C(C)(C)(C)OC(=O)N1C[C@H](CC1)OC1=CC=C(C=C1)B1OC(C(O1)(C)C)(C)C (3S)-3-[4-(4,4,5,5-tetramethyl-1,3,2-dioxaborolan-2-yl)phenoxy]pyrrolidine-1-carboxylic acid tert-butyl ester